OC(C(C(C(=O)O)O)(C(=O)O)O)C(=O)O 1,2,3-trihydroxypropane-1,2,3-tricarboxylic acid